(S)-1'-(3-(1-(2-amino-3-chloropyridin-4-yl)vinyl)-1H-pyrazolo[3,4-b]pyrazin-6-yl)-1,3-dihydrospiro[indole-2,4'-piperidin]-1-amine NC1=NC=CC(=C1Cl)C(=C)C1=NNC2=NC(=CN=C21)N2CCC1(CC2)N(C2=CC=CC=C2C1)N